BrC=1C(=C(C(=O)OCC)C=C(C1)C)I ethyl 3-bromo-2-iodo-5-methyl-benzoate